5-(aminomethyl)-1-[4-(trifluoromethyl)phenyl]pyridin-2-one hydrochloride Cl.NCC=1C=CC(N(C1)C1=CC=C(C=C1)C(F)(F)F)=O